(3aR,6R,6aR)-6-(3-bromo-5-methoxyphenyl)-2,2-dimethyl-tetrahydrocyclopenta[d][1,3]dioxol-4-one BrC=1C=C(C=C(C1)OC)[C@H]1CC([C@H]2[C@@H]1OC(O2)(C)C)=O